BrC(C)C=1C=CC(=NC1)C(F)F 5-(1-Bromoethyl)-2-(difluoromethyl)pyridine